1-benzyl-4-((3S,4S)-3-fluoropiperidin-4-yl)piperazine C(C1=CC=CC=C1)N1CCN(CC1)[C@@H]1[C@H](CNCC1)F